ClC=1C=C(C=2C3=C(C(NC13)=C=O)C=CC2)N2N=CC(=C2C(F)(F)F)C(=O)OCC ethyl 1-(8-chloro-2-carbonyl-1,2-dihydrobenzo[cd]indol-6-yl)-5-(trifluoromethyl)-1H-pyrazole-4-carboxylate